FC=1C=NC=CC1N1C[C@H](N(CC1)C(=O)O[C@H](C)C1=CC(=CC=C1)OC)C (R)-1-(3-Methoxyphenyl)ethyl (R)-4-(3-fluoropyridin-4-yl)-2-methylpiperazine-1-carboxylate